[Si].[Ti] Titanium-Silicon